N-([4-[4-[[2-(4-chlorophenyl)-4,4-dimethylcyclohexen-1-yl]methyl]piperazin-1-yl]phenyl]sulfonyl)-3-((4-chlorophenoxy)methyl)-4-nitrobenzamide ClC1=CC=C(C=C1)C1=C(CCC(C1)(C)C)CN1CCN(CC1)C1=CC=C(C=C1)S(=O)(=O)NC(C1=CC(=C(C=C1)[N+](=O)[O-])COC1=CC=C(C=C1)Cl)=O